Br\C(\CC(O)C=1OC=CC1)=C/CCCCO (Z)-3-bromo-1-(furan-2-yl)oct-3-ene-1,8-diol